O1CCN(CC1)C(C[C@@H](C(=O)N[C@@H](CCCC1=CC=CC=C1)B(O)O)NC(=O)C1=NC=CN=C1)=O ((R)-1-((S)-4-morpholino-4-oxo-2-(pyrazine-2-carboxamido)butanamido)-4-phenylbutyl)boronic acid